NC1=NC2=CC=C(C=C2C=C1C)C(=O)NN1C=NC=2C1=NC=CC2 2-amino-N-(3H-imidazo[4,5-b]pyridin-3-yl)-3-methylquinoline-6-carboxamide